C(C)(C)(C)OC(=O)N1CC(C1)(F)COC(=O)N1CCC(CC1)N(C1=CC(=NC=2N1N=CC2C(C)C)C2CC2)C(=O)OC(C)(C)C 4-((tert-butoxycarbonyl)(5-cyclopropyl-3-isopropylpyrazolo[1,5-a]pyrimidin-7-yl)amino)piperidine-1-carboxylic acid (1-(tert-butoxycarbonyl)-3-fluoroazetidin-3-yl)methyl ester